2-dimethylamino-2-(4-methyl-benzoyl)-1-(4-morpholin-4-yl-phenyl)-butan-1-one CN(C(C(=O)C1=CC=C(C=C1)N1CCOCC1)(CC)C(C1=CC=C(C=C1)C)=O)C